CN(N)C1=NC=CC=N1 2-(1-methylhydrazineyl)pyrimidine